FC(OC=1C=C(C=CC1)C1=CC(=CS1)C(=O)NC1=NC(=NS1)CC(C)N1CCN(CC1)C)F 5-(3-(Difluoromethoxy)phenyl)-N-(3-(2-(4-methylpiperazin-1-yl)propyl)-1,2,4-thiadiazol-5-yl)thiophene-3-carboxamide